3-fluoro-5-((imidazo[1,2-a]pyridin-8-ylmethyl)amino)cyclohexan-1-ol FC1CC(CC(C1)NCC=1C=2N(C=CC1)C=CN2)O